C(C=O)(=O)[C@@H]1CN(CCO1)C(=O)OC(C)(C)C tert-butyl (2S)-2-oxaldehydoylmorpholine-4-carboxylate